Racemic-2,8-bis(2-ethyl-4,6-dimethylbenzyl)-2,8-diazaspiro[5.5]undecane-1,7-dione C(C)C1=C(CN2C(C3(CCC2)C(N(CCC3)CC3=C(C=C(C=C3C)C)CC)=O)=O)C(=CC(=C1)C)C